phenylalanine, amid N[C@@H](CC1=CC=CC=C1)C(=O)N